N[C@@H]1C2=CC=CC=C2CC12CCN(CC2)C=2NC(C1=C(N2)NN=C1C=1C2=CN(N=C2CC(C1)(C)C)CC(F)(F)F)=O (S)-6-(1-amino-1,3-dihydrospiro[indene-2,4'-piperidin]-1'-yl)-3-(6,6-dimethyl-2-(2,2,2-trifluoroethyl)-6,7-dihydro-2H-indazol-4-yl)-1,5-dihydro-4H-pyrazolo[3,4-d]pyrimidin-4-one